rac-(3s,4r)-1-benzyl-4-(1-methyl-2-oxo-1,2-dihydropyridin-3-yl)pyrrolidine-3-carbonitrile C(C1=CC=CC=C1)N1C[C@H]([C@@H](C1)C=1C(N(C=CC1)C)=O)C#N |r|